C(C)S[Sn](SC1SCC1)(SC1SCC1)SC ethylthio(methylthio)bis(thietanylthio)tin